2-[(1R)-5-[5-chloro-2-(methylamino)pyrimidin-4-yl]-1-methyl-3-oxo-2,3-dihydro-1H-isoindol-2-yl]-N-[(1S,2S)-1-(3-fluoro-5-methoxyphenyl)-2-hydroxybutyl]acetamide ClC=1C(=NC(=NC1)NC)C=1C=C2C(N([C@@H](C2=CC1)C)CC(=O)N[C@H]([C@H](CC)O)C1=CC(=CC(=C1)OC)F)=O